BrC1=CC=C2C=CC(=NC2=C1F)Cl 7-Bromo-2-chloro-8-fluoroquinoline